3-(5-((4-(4-((5-chloro-4-((2-(isopropylsulfonyl)phenyl)amino)pyrimidin-2-yl)amino)-5-isopropoxy-2-methylphenyl)piperidin-1-yl)methyl)-7-fluoro-1-oxoisoindolin-2-yl)piperidine-2,6-dione ClC=1C(=NC(=NC1)NC1=CC(=C(C=C1OC(C)C)C1CCN(CC1)CC=1C=C2CN(C(C2=C(C1)F)=O)C1C(NC(CC1)=O)=O)C)NC1=C(C=CC=C1)S(=O)(=O)C(C)C